CC=1C=C2C(C=C(OC2=C(C1)C(C)NC1=C(C(=O)O)C=CC=C1)C=1C=C2CN(CC2=CC1)C)=O 2-((1-(6-methyl-2-(2-methylisoindolin-5-yl)-4-oxo-4H-chromen-8-yl)ethyl)amino)benzoic acid